NC1=C(C=2C(=NC=C(C2N1C1=C(C(=CC=C1C)O)C)F)C)C(=O)N 2-amino-7-fluoro-1-(3-hydroxy-2,6-dimethyl-phenyl)-4-methyl-pyrrolo[3,2-c]pyridine-3-carboxamide